2-(4-bromobenzyl)oxyethylisoindoline-1,3-dione BrC1=CC=C(COCCN2C(C3=CC=CC=C3C2=O)=O)C=C1